8-(5,6-dichloropyridin-3-yl)-2-(2-(3-ethyl-3-fluoroazetidin-1-yl)-2-oxoethyl)pyrrolo[1,2-a]pyrazin-1(2H)-one ClC=1C=C(C=NC1Cl)C=1C=CN2C1C(N(C=C2)CC(=O)N2CC(C2)(F)CC)=O